C(C=C)(=O)N(CC(=O)O)O N-acryloylhydroxyglycine